[Br-].FC(C(C(C(C(C(C(C(C(F)(F)F)(F)F)(F)F)(F)F)(F)F)(F)F)(F)F)(F)F)(S(=O)(=O)N)F perfluorononyl-sulfonamide bromide